1-(4-Hydroxyphenyl)-3-(3-methoxy-4-methylphenyl)prop-2-en-1-one OC1=CC=C(C=C1)C(C=CC1=CC(=C(C=C1)C)OC)=O